O1CCOC12CCC(CC2)/C=C/CCC(=O)OCC ethyl (E)-5-(1,4-dioxaspiro[4.5]decan-8-yl)pent-4-enoate